NC1=CC(=C(OC=2N=C(SC2C2=NC(=NC=C2)N[C@@H]2CN(C[C@H](C2)F)C(=O)OC(C)(C)C)C)C=C1C)C tert-butyl (3S,5S)-3-[[4-[4-(4-amino-2,5-dimethyl-phenoxy)-2-methyl-thiazol-5-yl]pyrimidin-2-yl]amino]-5-fluoro-piperidine-1-carboxylate